tert-butyl (1R,3R,4S,5S)-5-(difluoromethyl)-3-formyl-2-azabicyclo[2.2.1]heptane-2-carboxylate FC([C@@H]1[C@H]2[C@@H](N([C@@H](C1)C2)C(=O)OC(C)(C)C)C=O)F